1-isopropyl-N-((5-(2-methoxypyridin-4-yl)-2,3-dihydro-1H-inden-4-yl)carbamoyl)-6-oxo-1,6-dihydropyridine-3-sulfonamide C(C)(C)N1C=C(C=CC1=O)S(=O)(=O)NC(NC1=C2CCCC2=CC=C1C1=CC(=NC=C1)OC)=O